1,5-diacetyl-2,4-bis-oxohexahydro-1,3,5-triazine C(C)(=O)N1C(NC(N(C1)C(C)=O)=O)=O